8-(tert-butyl) 1-methyl 3-triphenylmethyl-3,8-diazabicyclo[3.2.1]octan-1,8-dicarboxylate C1(=CC=CC=C1)C(N1CC2(CCC(C1)N2C(=O)OC(C)(C)C)C(=O)OC)(C2=CC=CC=C2)C2=CC=CC=C2